(R)-6-(cyclopropanecarboxamido)-4-((4-methoxy-5-(2,2,2-trifluoro-1-hydroxyethyl)pyrazolo[1,5-a]pyridin-3-yl)amino)-N-(methyl-d3)nicotinamide C1(CC1)C(=O)NC1=NC=C(C(=O)NC([2H])([2H])[2H])C(=C1)NC=1C=NN2C1C(=C(C=C2)[C@H](C(F)(F)F)O)OC